C1=2CN(CCN(CNC(CC(=CC=C1)N2)CC(=O)O)CC(=O)O)CC(=O)O 3,6,8,15-tetraazabicyclo[9.3.1]pentadecane-1(15),11,13-triene-3,6,9-triacetic acid